ClC1=C(C=NN(C1=O)C1CCN(CC1)S(=O)(=O)N(C1CC1)C1=CC=C(C=C1)C#N)NC[C@@H]1COCCC1 4-[(1R)-5-chloro-6-oxo-4-[[(3R)-tetrahydropyran-3-yl]methylamino]pyridazin-1-yl]-N-(4-cyanophenyl)-N-cyclopropyl-piperidine-1-sulfonamide